CC1(CC(CCC1)C(CCC=C)=O)C 1-(3,3-dimethylcyclohexyl)pent-4-en-1-one